C1(=CC=CC=C1)CCCCC(=O)Cl 5-phenylvaleric chloride